(1S,4S)-N-(4-methyl-3-(pyridin-2-yl)phenyl)-2,5-diazabicyclo[2.2.1]heptane CC1=C(C=C(C=C1)N1[C@@H]2CN[C@H](C1)C2)C2=NC=CC=C2